6-(3-((benzyloxy)methyl)-4-ethyl-5-oxo-4,5-dihydro-1H-1,2,4-triazol-1-yl)-4-iodoisoquinolin-1(2H)-one C(C1=CC=CC=C1)OCC1=NN(C(N1CC)=O)C=1C=C2C(=CNC(C2=CC1)=O)I